CC1=CC2=C(C=CC=C2C=C1)C=O 2-METHYLNAPHTHALENE-8-CARBOXALDEHYDE